BrC=1C=C(C=CC1)S(=O)(=O)NC1CCC1 3-bromo-N-cyclobutylbenzenesulfonamide